methyl (1-benzhydryl pyrrolidin-2-yl) carbonate C(OC)(OC1N(CCC1)C(C1=CC=CC=C1)C1=CC=CC=C1)=O